BrC1=CC(=C(N)C(=C1)C(C)C)C(C)C 4-bromo-2,6-diisopropyl-aniline